C(C=C)OC1=NC(=C(C=2N=C(N=C(C21)O)SC)F)Cl 5-(allyloxy)-7-chloro-8-fluoro-2-(methylthio)pyrido[4,3-d]pyrimidin-4-ol